ClC=1C=C(C(=NC1)OC)S(=O)(=O)NC1=C(C(=C(C=C1)F)COC=1C(=C2C(=NC1)N(N=C2)C2OCCCC2)C#N)F 5-chloro-N-[3-([[4-cyano-1-(oxan-2-yl)pyrazolo[3,4-b]pyridin-5-yl]oxy]methyl)-2,4-difluorophenyl]-2-methoxypyridine-3-sulfonamide